allyl N-[(2R)-3-[[(2R)-3-(allyloxycarbonylamino)-2-hydroxy-propyl]-[(2R)-3-(tert-butoxycarbonylamino)-2-hydroxy-propyl]amino]-2-hydroxy-propyl]carbamate C(C=C)OC(=O)NC[C@H](CN(C[C@@H](CNC(OCC=C)=O)O)C[C@@H](CNC(=O)OC(C)(C)C)O)O